FC1=C(C(=O)OC[Si](C)(C)C)C(=CC(=C1\C=C\COC1OCCCC1)N[C@@H](C(F)(F)F)CC)F (trimethylsilyl)methyl 2,6-difluoro-3-((E)-3-((tetrahydro-2H-pyran-2-yl)oxy)prop-1-en-1-yl)-4-(((R)-1,1,1-trifluorobutan-2-yl)amino)benzoate